[Cl-].C(C1=CC=CC=C1)[N+]1=C(C=C(C=C1C)C)C 1-benzyl-2,4,6-trimethylpyridinium chloride